N1C=C(C2=CC=CC=C12)NC(=O)N1CC2=CC=C(C=C2CC1)C=1C=C2C=CNC2=CC1 N-(1H-indol-3-yl)-6-(1H-indol-5-yl)-3,4-dihydroisoquinoline-2(1H)-carboxamide